phenyl-(4-methoxyanilino)acetic acid ethyl ester C(C)OC(C(NC1=CC=C(C=C1)OC)C1=CC=CC=C1)=O